1-(4,5-dimethoxy-2-nitrophenyl)-2-methyl-1-propanone COC1=CC(=C(C=C1OC)C(C(C)C)=O)[N+](=O)[O-]